2-(6,7-Dihydro-5H-pyrrolo[1,2-c]imidazol-1-yl)-2-[4-fluoro-1-oxo-6-[4-(4-piperidinyloxy)phenyl]isoindolin-2-yl]-N-thiazol-2-yl-acetamide hydrochloride Cl.C1(=C2N(C=N1)CCC2)C(C(=O)NC=2SC=CN2)N2C(C1=CC(=CC(=C1C2)F)C2=CC=C(C=C2)OC2CCNCC2)=O